(S)-(5-(7,7-difluoro-2-((2S,3R)-3-fluoro-2-methylazetidin-1-yl)-6,7-dihydro-5H-cyclopenta[d]pyrimidin-4-yl)-2-methoxyphenyl)(imino)(methyl)-λ6-sulfanone FC1(CCC2=C1N=C(N=C2C=2C=CC(=C(C2)[S@@](=O)(C)=N)OC)N2[C@H]([C@@H](C2)F)C)F